2,6-difluoro-N-(4-fluorophenyl)benzamide FC1=C(C(=O)NC2=CC=C(C=C2)F)C(=CC=C1)F